2-bromo-4-chloro-1-(dimethoxymethyl)benzene BrC1=C(C=CC(=C1)Cl)C(OC)OC